ClC=1C=2C(N=C3N(C2C=CC1)C1=CC(=CC=C1C31CCCCC1)C1CCN(CC1)CC1CN(C1)C=1C=C3C(N(C(C3=CC1)=O)C1C(NC(CC1)=O)=O)=O)=O 5-(3-((4-(4'-chloro-5'-oxo-5'H-spiro[cyclohexane-1,7'-indolo[1,2-a]quinazolin]-10'-yl)piperidin-1-yl)methyl)azetidin-1-yl)-2-(2,6-dioxopiperidin-3-yl)isoindoline-1,3-dione